1-hydroxy-3,6,7,8-tetramethoxy-2-methylanthraquinone OC1=C(C(=CC=2C(C3=CC(=C(C(=C3C(C12)=O)OC)OC)OC)=O)OC)C